C(CCCCCCC\C=C/C\C=C/CCCCC)(=O)OCCC(CCOC(CCC(OCCCC\C=C/CC)OCCCC\C=C/CC)=O)O 5-((4,4-bis(((Z)-oct-5-en-1-yl) oxy) butyryl) oxy)-3-hydroxypentyl (9Z,12Z)-octadeca-9,12-dienoate